COC[C@H]1CN(CCN1)C=1C=C(C(=NC1)[C@H]1[C@@H](CN(CC1)C1=C2C(=NC(=C1)C)N(N=C2)C)C)C 4-[(3S,4R)-4-[5-[(3R)-3-(methoxymethyl)piperazin-1-yl]-3-methyl-2-pyridinyl]-3-methyl-1-piperidinyl]-1,6-dimethyl-pyrazolo[3,4-b]pyridine